ClC1=C(C(=CC=C1Cl)O)[C@H]1CC(N(C1)C1CC(C1)CO)=S |r| rac-4-(2,3-dichloro-6-hydroxyphenyl)-1-((1s,3s)-3-(hydroxymethyl)cyclobutyl)pyrrolidine-2-thione